Fmoc-Thyronine C(=O)(OCC1C2=CC=CC=C2C2=CC=CC=C12)N[C@@H](CC1=CC=C(C=C1)OC1=CC=C(C=C1)O)C(=O)O